(5'S,7a'R)-5'-(3,5-difluorophenyl)-8-(3-fluoropyrazolo[1,5-a]pyrimidin-7-yl)tetrahydro-3'H-spiro[8-azabicyclo[3.2.1]octane-3,2'-pyrrolo[2,1-b][1,3]oxazol]-3'-one FC=1C=C(C=C(C1)F)[C@@H]1CC[C@H]2OC3(C(N21)=O)CC2CCC(C3)N2C2=CC=NC=3N2N=CC3F